C(CCC)[Sn](C1=CCOC1)(CCCC)CCCC 4-tributylstannyl-5H-furan